C(CCCCC)OC=1C=C(C=CC1)CC(=O)O 3-hexyloxyphenylacetic acid